(S)-6-(1-amino-1,3-dihydro-spiro[inden-2,4'-piperidin]-1'-yl)-3-(1-(4-(2-methoxyethoxy)phenyl)vinyl)-1,5-dihydro-4H-pyrazolo[3,4-d]pyrimidin-4-one N[C@@H]1C2=CC=CC=C2CC12CCN(CC2)C=2NC(C1=C(N2)NN=C1C(=C)C1=CC=C(C=C1)OCCOC)=O